C(C)(C)(C)OC(N(C)C1CCC2=CC(=C(C=C12)Cl)Br)=O N-(5-bromo-6-chloro-2,3-dihydro-1H-inden-1-yl)-N-methylcarbamic acid tert-butyl ester